C1(CC1)C=1C=C(C=CC1)O 3-Cyclopropyl-phenol